2-methylpropyl (2E)-3-{5-[2-(4-{4-[7-(hydroxycarbamoyl)heptanoyl] piperazin-1-yl}phenyl)ethynyl]pyridin-2-yl}prop-2-enoate ONC(=O)CCCCCCC(=O)N1CCN(CC1)C1=CC=C(C=C1)C#CC=1C=CC(=NC1)/C=C/C(=O)OCC(C)C